tert-butyl N-[[4-(3-fluorophenyl)-1-methyl-5-oxo-1,2,4-triazol-3-yl]methyl]carbamate FC=1C=C(C=CC1)N1C(=NN(C1=O)C)CNC(OC(C)(C)C)=O